9,9'-(2,6-bis(dibenzo[b,d]furan-1-yl)-4-(2-(pyridin-4-yl)phenyl)pyridine-3,5-diyl)bis(3-phenyl-9H-carbazole) C1(=CC=CC=2OC3=C(C21)C=CC=C3)C3=NC(=C(C(=C3N3C2=CC=CC=C2C=2C=C(C=CC32)C3=CC=CC=C3)C3=C(C=CC=C3)C3=CC=NC=C3)N3C2=CC=CC=C2C=2C=C(C=CC32)C3=CC=CC=C3)C3=CC=CC=2OC1=C(C23)C=CC=C1